NC1=CC(=C(C(=N1)C1=C(C=C2C(=NC(=NC2=C1F)OCC1(CC1)CN1C[C@H](CC1)O)N1CC2CCC(C1)N2)Cl)C(F)(F)F)C (3S)-1-({1-[({7-[6-amino-4-methyl-3-(trifluoromethyl)pyridin-2-yl]-6-chloro-4-{3,8-diazabicyclo[3.2.1]octan-3-yl}-8-fluoroquinazolin-2-yl}oxy)methyl]cyclopropyl}methyl)pyrrolidin-3-ol